COCC1=CC=CC(=N1)CN1N=NC(=C1)C1=NC(=NC(=C1)C=1C=NNC1)N 4-(1-{[6-(methoxymethyl)-2-pyridinyl]methyl}-1H-1,2,3-triazol-4-yl)-6-(1H-pyrazol-4-yl)-2-pyrimidinylamine